2-amino-6-((1r,4r)-4-phenylcyclohexyl)-5-(3-(trifluoromethyl)benzyl)pyrimidin-4(3H)-one NC1=NC(=C(C(N1)=O)CC1=CC(=CC=C1)C(F)(F)F)C1CCC(CC1)C1=CC=CC=C1